CN1C(=NC(=C1C(C)=O)C)C 1-(1,2,4-Trimethyl-1H-imidazol-5-yl)ethan-1-one